ClC1=C(C=CC=C1C1=C(C(=NC=C1)Cl)Cl)NC(=O)C1=NC=C(C=C1)C=O N-[2-chloro-3-(2,3-dichloro-4-pyridyl)phenyl]-5-formyl-pyridine-2-carboxamide